N-(2-methoxy-5-((5-(trifluoromethyl)pyridin-2-yl)oxy)phenyl)-1-methyl-5-oxopyrrolidine-2-carboxamide COC1=C(C=C(C=C1)OC1=NC=C(C=C1)C(F)(F)F)NC(=O)C1N(C(CC1)=O)C